3-((4-(5-chloro-3-methyl-2-(((3R,6R)-6-methylpiperidin-3-yl)oxy)phenyl)pyrrolo[2,1-f][1,2,4]triazin-6-yl)methyl)-6,6-dimethyl-3-azabicyclo[3.1.0]hexane-2,4-dione ClC=1C=C(C(=C(C1)C1=NC=NN2C1=CC(=C2)CN2C(C1C(C1C2=O)(C)C)=O)O[C@H]2CN[C@@H](CC2)C)C